triethylammonium hydrogen sulphate S(=O)(=O)(O)[O-].C(C)[NH+](CC)CC